3-(5-(aminomethyl)-1-oxoisoindolin-2-yl)piperidine-2,6-dione hydrochloride Cl.NCC=1C=C2CN(C(C2=CC1)=O)C1C(NC(CC1)=O)=O